(2R,5S)-5-(4-Chlorobenzyl)-4-(4-(1-methyl-1H-Imidazol-4-yl)cyclohexyl)-2-((methylsulfonyl)methyl)morpholin ClC1=CC=C(C[C@H]2CO[C@H](CN2C2CCC(CC2)C=2N=CN(C2)C)CS(=O)(=O)C)C=C1